NC1=NC=2C=C(C(=CC2C2=C1N(N=C2)C)C(=O)N([C@@H]2COCC1=NC(=CC=C12)C(F)(F)F)CC)F 4-amino-N-ethyl-7-fluoro-3-methyl-N-((5S)-2-(trifluoromethyl)-5,8-dihydro-6H-pyrano[3,4-b]pyridin-5-yl)-3H-pyrazolo[3,4-c]quinoline-8-carboxamide